2,6-dichloro-4-(benzenesulfonyl)pyridine ClC1=NC(=CC(=C1)S(=O)(=O)C1=CC=CC=C1)Cl